methyl 5-methyl-5H-pyrrolo[2,3-b]pyrazine-2-carboxylate CN1C=CC=2C1=NC=C(N2)C(=O)OC